ethyl 4-(((1r,4r)-4-((chlorosulfonyl) methyl) cyclohexyl) amino)-1-p-toluenesulfonyl-1H-pyrrolo[2,3-b]pyridine-5-carboxylate ClS(=O)(=O)CC1CCC(CC1)NC1=C2C(=NC=C1C(=O)OCC)N(C=C2)S(=O)(=O)C2=CC=C(C)C=C2